C1=CC=C(C=2SC3=C(C21)C=CC=C3)C=3C=C(C=CC3)B(O)O 3-(dibenzothiophen-4-yl)-phenylboronic acid